methyl 2-(bromomethyl)-5-cyano-3-fluoro-benzoate BrCC1=C(C(=O)OC)C=C(C=C1F)C#N